(4-(2-chloroethyl)phenyl)methanol ClCCC1=CC=C(C=C1)CO